NC=1N=NC(=CC1N1CC(N(CC1)C(=O)OC(C)(C)C)C)C1=C(C=CC=C1)O tert-butyl 4-[3-amino-6-(2-hydroxyphenyl)pyridazin-4-yl]-2-methyl-piperazine-1-carboxylate